methyl 2-(3,5-bis(hydroxymethyl)phenyl)-5,8,11,14,17,20,23,26,29,32,35,38-dodecaoxa-2-azahentetracontan-41-oate OCC=1C=C(C=C(C1)CO)N(C)CCOCCOCCOCCOCCOCCOCCOCCOCCOCCOCCOCCOCCC(=O)OC